(S)-3-[4-(4-morpholin-4-ylmethylbenzyloxy)-1-oxo-1,3-dihydro-isoindol-2-yl]piperidine-2,6-dione N1(CCOCC1)CC1=CC=C(COC2=C3CN(C(C3=CC=C2)=O)[C@@H]2C(NC(CC2)=O)=O)C=C1